4'-((1R,5S)-3,8-Diazabicyclo[3.2.1]octan-3-yl)-2'-((tetrahydro-1H-pyrrolizin-7a(5H)-yl)methoxy)-3,4,5',8'-tetrahydro-2H,6'H-spiro[naphthalene-1,7'-quinazolin]-7-ol [C@H]12CN(C[C@H](CC1)N2)C2=NC(=NC=1CC3(CCC21)CCCC2=CC=C(C=C23)O)OCC23CCCN3CCC2